N-(1-(3-fluoroazetidin-3-yl)ethyl)-5-(4-(trifluoromethyl)phenoxy)-2-naphthamide FC1(CNC1)C(C)NC(=O)C1=CC2=CC=CC(=C2C=C1)OC1=CC=C(C=C1)C(F)(F)F